BrC=1C=C(C=C2[C@H]([C@H](COC12)CC=1C=CC(=C(C(=O)OC)C1)F)O)C Methyl 5-(((3S,4S)-8-bromo-4-hydroxy-6-methylchroman-3-yl)methyl)-2-fluorobenzoate